C1(=CC=CC=C1)CC(=O)O[C@@H]1[C@H](O[C@@]([C@@H]1O)(C#N)C1=CC=C2C(=NC=NN21)N)CO[Si](C2=CC=CC=C2)(C2=CC=CC=C2)C(C)(C)C (2R,3S,4R,5R)-5-(4-aminopyrrolo[2,1-f][1,2,4]triazin-7-yl)-2-(((tert-butyldiphenylsilyl)oxy)methyl)-5-cyano-4-hydroxytetrahydrofuran-3-yl 2-phenylacetate